C(C)N[C@H]1CC=2C(=CSC2)CC1 |r| racemic-N-ethyl-4,5,6,7-tetrahydro-2-benzothiophen-5-amine